pyrrolidine-1,2-dicarboxylic acid dibenzyl ester C(C1=CC=CC=C1)OC(=O)N1C(CCC1)C(=O)OCC1=CC=CC=C1